1-methoxy-4-(2-propen-1-yl)benzene COC1=CC=C(C=C1)CC=C